C(C)(=O)NNC(=O)C12CC(CC(N1C(=O)NC1=CC(=C(C=C1)Cl)C1=NN(C=N1)C)C2)C 1-(2-acetylhydrazine-1-carbonyl)-N-(4-chloro-3-(1-methyl-1H-1,2,4-triazol-3-yl)phenyl)-3-methyl-6-azabicyclo[3.1.1]heptane-6-carboxamide